N[C@H](C(=O)NC(C(=O)N)CC=1C(NC2=CC=C(C=C2C1)C)=O)CC1=C(C=C(C(=C1)F)F)F (2S)-2-Amino-N-(1-amino-3-(6-methyl-2-oxo-1,2-dihydroquinolin-3-yl)-1-oxopropan-2-yl)-3-(2,4,5-trifluorophenyl)propanamide